C1(CCCCC1)C[C@@H](C(=O)NCCNC1=C2C(N(C(C2=CC=C1)=O)C1C(NC(CC1)=O)=O)=O)NC(=O)C=1SC(=CC1)C=O N-((2S)-3-cyclohexyl-1-((2-((2-(2,6-dioxopiperidin-3-yl)-1,3-dioxoisoindolin-4-yl)amino)ethyl)amino)-1-oxopropan-2-yl)-5-formylthiophene-2-carboxamide